S1C(=NC2=C1C=CC=C2)C2=C(C=CC(=C2)C)NC(C2=C(C(=C(C(=C2F)F)NCCCC)F)F)=O N-(2-(benzo[d]thiazol-2-yl)-4-methylphenyl)-4-(butylamino)-2,3,5,6-tetrafluorobenzamide